OC(COC=1C=C(C=2N(C1)N=CC2)C=2CCNCC2)(C)C 6-(2-Hydroxy-2-methylpropoxy)-4-(1,2,3,6-tetrahydropyridin-4-yl)pyrazolo[1,5-a]pyridine